1-(6-((1H-pyrazolo[4,3-c]pyridin-6-yl)amino)pyrimidin-4-yl)-4-methylpiperidin-4-ol N1N=CC=2C=NC(=CC21)NC2=CC(=NC=N2)N2CCC(CC2)(O)C